N-((1r,4r)-4-((3-Cyano-4-Fluorobenzyl)(methyl)amino)cyclohexyl)-6-morpholinopyridine-3-sulfonamide C(#N)C=1C=C(CN(C2CCC(CC2)NS(=O)(=O)C=2C=NC(=CC2)N2CCOCC2)C)C=CC1F